tertbutyl (1R,2S,5S)-2-(4-bromophenyl)-8-oxa-3-azabicyclo[3.2.1]octane-3-carboxylate BrC1=CC=C(C=C1)[C@H]1[C@H]2CC[C@@H](CN1C(=O)OC(C)(C)C)O2